C(C)[C@@]1(CN(CC1)C1=CC(N(C(=C1)C)CCN1C(NC2(C1)CCNCC2)=O)=O)C2=CC=CC=C2 (S)-3-(2-(4-(3-ethyl-3-phenylpyrrolidin-1-yl)-6-methyl-2-oxopyridin-1(2H)-yl)ethyl)-1,3,8-triazaspiro[4.5]decan-2-one